2-[3-chloro-2-(4-fluorophenyl)-6-(prop-1-en-2-yl)pyridin-4-yl]Propan-2-ol ClC=1C(=NC(=CC1C(C)(C)O)C(=C)C)C1=CC=C(C=C1)F